1-(4-benzyl-3-oxo-3,4-dihydro-2H-benzo[b][1,4]oxazin-6-yl)-3-(1H-indol-3-yl)urea C(C1=CC=CC=C1)N1C2=C(OCC1=O)C=CC(=C2)NC(=O)NC2=CNC1=CC=CC=C21